ClC=1C(=NC(=NC1)N[C@H]1CN(CC1)CCN1CCNCC1)C1=CNC2=CC=CC=C12 (R)-5-chloro-4-(1H-indol-3-yl)-N-(1-(2-(piperazin-1-yl)ethyl)pyrrolidin-3-yl)pyrimidine-2-Amine